3-(4-(dihexylamino)-3-fluorophenyl)-2,6-dimethylpyrimidin-4(3H)-one sulfate S(=O)(=O)(O)O.C(CCCCC)N(C1=C(C=C(C=C1)N1C(=NC(=CC1=O)C)C)F)CCCCCC